(Z)-methyl N-methylcyclopentancarbimidate C\N=C(/OC)\C1CCCC1